4-(3-((4-cyano-2-fluorophenoxy)methyl)phenoxy)piperidine C(#N)C1=CC(=C(OCC=2C=C(OC3CCNCC3)C=CC2)C=C1)F